(R)-N-(5-cyclopropyl-6-(4-ethynyl-2-hydroxyphenyl)pyridazin-3-yl)pyrrolidine-2-carboxamide C1(CC1)C=1C=C(N=NC1C1=C(C=C(C=C1)C#C)O)NC(=O)[C@@H]1NCCC1